1-(3-azidopropyl)-5-(5-chloro-1-methyl-2-oxo-1,2-dihydropyridin-3-yl)-6-(4-chlorophenyl)-2-(2,4-dimethoxypyrimidin-5-yl)-5,6-dihydropyrrolo[3,4-d]imidazol-4(1H)-one N(=[N+]=[N-])CCCN1C(=NC2=C1C(N(C2=O)C=2C(N(C=C(C2)Cl)C)=O)C2=CC=C(C=C2)Cl)C=2C(=NC(=NC2)OC)OC